Methyl 5-((4'-(4,4-difluorocyclohexyl)-[1,1'-biphenyl]-4-yl)oxy)-1H-1,2,3-triazole-4-carboxylate FC1(CCC(CC1)C1=CC=C(C=C1)C1=CC=C(C=C1)OC1=C(N=NN1)C(=O)OC)F